ClC=1C(=CC(=C(C1)N1C(C=CC2=CC(=CC=C12)S(=O)(=O)NC1=NOC=C1)=O)OC)OC(F)(F)F (P)-1-(5-chloro-2-methoxy-4-(trifluoromethoxy)phenyl)-N-(isoxazol-3-yl)-2-oxo-1,2-dihydroquinoline-6-sulfonamide